O=C1N(CCC1)CC1CCN(CC1)S(=O)(=O)C1=CC=C(C=C1)NC(=O)NCC=1C=NC=CC1 1-(4-{4-[(2-oxopyrrolidin-1-yl)methyl]piperidine-1-sulfonyl}phenyl)-3-(pyridin-3-ylmethyl)urea